(S)-3-(3-(1-methyl-4-oxo-2-oxo-1,2-dihydropyridin-3-yl)ureido)-3-(2'-methylbiphenyl-4-yl)propanoic acid sodium salt [Na+].CN1C(C(C(C=C1)=O)NC(N[C@@H](CC(=O)[O-])C1=CC=C(C=C1)C1=C(C=CC=C1)C)=O)=O